ClC=1C(=NC(=NC1)NC=1C=C(C=C(C1)C1CC1)N1CCC(CC1)N(C[C@H](C)O)C)C1=CNC2=CC(=CC=C12)C (S)-1-((1-(3-((5-chloro-4-(6-methyl-1H-indol-3-yl)pyrimidin-2-yl)amino)-5-cyclopropylphenyl)piperidine-4-yl)(methyl)amino)propan-2-ol